(E)-N-[2-(2-methylpiperazin-1-yl)-2-oxoethyl]-3-[4-(trifluoromethyl)phenyl]prop-2-enamide hydrochloride Cl.CC1N(CCNC1)C(CNC(\C=C\C1=CC=C(C=C1)C(F)(F)F)=O)=O